Methyl 2-amino-5-(hex-5-yn-1-yloxy)-4-methoxybenzoate NC1=C(C(=O)OC)C=C(C(=C1)OC)OCCCCC#C